N-(4'-difluoromethylphenyl)-4-methylbenzenesulfonamide FC(C1=CC=C(C=C1)NS(=O)(=O)C1=CC=C(C=C1)C)F